CN(CCCCNC(=O)OC(C(=O)OCCCCCCCC\C=C/CCCCCCCC)C(C(=O)OCCCCCCCC\C=C/CCCCCCCC)OC(NCCCCN(C)C)=O)C di((Z)-octadec-9-en-1-yl) 2,3-bis(((4-(dimethylamino)butyl)carbamoyl)-oxy)succinate